C1(=CC=CC=C1)N(C1=CC=C(C=C1)C1=CC=C(S1)C=C1CC2=CC=CC=C2C1)C1=CC=CC=C1 2-((5-(4-(diphenylamino)phenyl)thiophen-2-yl)methylene)-1H-indene